tert-Butyl (1R,3R,5R)-3-formyl-2-azabicyclo[3.1.0]hexane-2-carboxylate C(=O)[C@@H]1N([C@@H]2C[C@@H]2C1)C(=O)OC(C)(C)C